C1(CCCCC1)N1C=NC(=C1C1=C2C(=NC=C1)NC=C2)C2CCCCC2 4-(1,4-dicyclohexyl-1H-imidazol-5-yl)-1H-pyrrolo[2,3-b]Pyridine